ClC1=CC=C2C(=NNC(C2=C1)=O)[C@@H](C)NCC(C)C |r| racemic-7-chloro-4-[1-(isobutylamino)ethyl]-2H-phthalazin-1-one